C(C)(C)(C)OC(NC)=O N-methyl-Carbamic acid tert-butyl ester